N1=C(C=CC=C1)C(=O)N\N=C\C1=CC=C(C(=O)NC2=CC=C(C=C2)C)C=C1 (E)-4-((2-picolinoylhydrazono)methyl)-N-(p-tolyl)benzamide